tert-butyl 6-amino-1-azaspiro[3.3]heptane-1-carboxylate NC1CC2(CCN2C(=O)OC(C)(C)C)C1